1,1-dioxo-N-({4-[5-(trifluoromethyl)-1,2,4-oxadiazol-3-yl]phenyl}methyl)-N-[3-(trifluoromethyl)phenyl]-1lambda~6~-thiolane-3-sulfonamide O=S1(CC(CC1)S(=O)(=O)N(C1=CC(=CC=C1)C(F)(F)F)CC1=CC=C(C=C1)C1=NOC(=N1)C(F)(F)F)=O